2,6-dinitrobenzonitrile [N+](=O)([O-])C1=C(C#N)C(=CC=C1)[N+](=O)[O-]